2,6-bis(tert-butyl)-hydroxytoluene C(C)(C)(C)C1=C(CO)C(=CC=C1)C(C)(C)C